FC1=C(C=CC(=C1)C(F)(F)F)C1(CC1)C(=O)NC=1C=CC(=C(C(=O)O)C1)C=1C=NN(C1)[C@@H]1COCC1 5-[({1-[2-Fluoro-4-(trifluoromethyl)phenyl]cyclopropyl}carbonyl)amino]-2-{1-[(3S)-tetrahydrofuran-3-yl]-1H-pyrazol-4-yl}benzoic acid